5-bromo-6-nitro-benzopyrrole BrC=1C(=CC2=C(C=CN2)C1)[N+](=O)[O-]